(R)-(1-(4-fluorophenyl)-4,4a,5,6,7,8-hexahydro-1H-pyrazolo[3,4-g]isoquinolin-4a-yl)(pyridin-2-yl)methanone FC1=CC=C(C=C1)N1N=CC2=C1C=C1CCNC[C@]1(C2)C(=O)C2=NC=CC=C2